2,4-dimethylbenzene isocyanate [N-]=C=O.CC1=CC=CC(=C1)C